[Tl].[Be] beryllium-thallium